N[C@@H](C(=O)N1[C@@H](CC1)C(=O)NCC1=CC=C(C=C1)C(N)=N)C1CC1 (S)-1-((R)-2-amino-2-cyclopropylacetyl)-N-(4-carbamimidoyl-benzyl)azetidine-2-carboxamide